Cl.OC1CNCC=2C=CC(=NC12)P(O)(O)=O (8-hydroxy-5,6,7,8-tetrahydro-1,6-naphthyridin-2-yl)phosphonate hydrochloride